amino-4-(5-methylfuran-2-yl)-8-(3-phenyl-n-propyl)pteridin-7(8H)-one NC1=NC=2N(C(C=NC2C(=N1)C=1OC(=CC1)C)=O)CCCC1=CC=CC=C1